ClC1=CC2=C(C3=CC=CC=C3C(=C2C=C1)OCCC)OCCC 2-chloro-9,10-di(n-propoxy)anthracene